C([C@@H]1[C@H]([C@@H]([C@@H]([C@](O1)(C([C@@H](C([C@H](CO)O)O)O)O)O)O)O)O)O mannosylarabitol